(R)-butane-1,3-diyl (2S,2'S)-bis(2-(benzyloxy) propionate) C(C1=CC=CC=C1)O[C@H](C(=O)OCC[C@@H](C)OC(C(C)OCC1=CC=CC=C1)=O)C